C1(CCC1)N(C)CC1=CC(=C(C=C1)S(=O)(N)=NC(NC1=C2C(=CC=3CCCC13)CC2)=O)F 4-((cyclobutyl(methyl)amino)methyl)-2-fluoro-N'-((2,4,5,6-tetrahydro-1H-cyclobuta[f]inden-3-yl)carbamoyl)benzenesulfonimidamide